ClC1=CC(N(C1(O)C1=CC=C(C=C1)F)CC1=CC=CC=C1)=O 4-Chloro-5-(4-fluoro-phenyl)-5-hydroxy-1-benzyl-1,5-dihydro-pyrrol-2-one